2-((3,5-dicyano-6-(4,4-difluoropiperidin-1-yl)-4-ethylpyridin-2-yl)sulfanyl)-2-phenylacetamide C(#N)C=1C(=NC(=C(C1CC)C#N)N1CCC(CC1)(F)F)SC(C(=O)N)C1=CC=CC=C1